N-(2-ethyl-8-fluoroimidazo[1,2-a]pyridin-6-yl)-4-(piperazin-1-yl)-2,3-dihydro-1H-pyrrolo[2,3-b]pyridine-1-carboxamide 2,2,2-trifluoroacetate FC(C(=O)O)(F)F.C(C)C=1N=C2N(C=C(C=C2F)NC(=O)N2CCC=3C2=NC=CC3N3CCNCC3)C1